C(C1=CC=CC=C1)OC(=O)N(C1CC(C1)C1=C(C=CC(=C1)C)S(=O)(=O)O)C 3-(((benzyloxy)carbonyl)(methyl)amino)cyclobutyl-4-methylbenzenesulfonic acid